BrC1=CC=NC2=C(C=C(C=C12)OC)CN1CCCCC1 4-Bromo-6-methoxy-8-(piperidin-1-ylmethyl)quinoline